8-(8-fluoro-7-(3-hydroxynaphth-1-yl)-2-((tetrahydro-1H-pyrrolizin-7a(5H)-yl)methoxy)pyrido[4,3-d]pyrimidin-4-yl)-1-oxa-3,8-diazaspiro[4.5]decan-2-one FC1=C(N=CC2=C1N=C(N=C2N2CCC1(CNC(O1)=O)CC2)OCC21CCCN1CCC2)C2=CC(=CC1=CC=CC=C21)O